1-ethyl-4-(3-hydroxy-2,6-dimethylphenyl)-3-(1H-imidazol-1-yl)-1H-pyrrolo[2,3-b]pyridine-6-carboxamide C(C)N1C=C(C=2C1=NC(=CC2C2=C(C(=CC=C2C)O)C)C(=O)N)N2C=NC=C2